CC(=O)O[C@H]1CC[C@@]2([C@H]3CC[C@@H]4[C@]5(CC[C@@H]([C@@H]5C[C@@H]([C@]4([C@@]3(CC[C@H]2C1(C)C)C)C)O)C(C)(C)O)C)C 3β-acetoxy-15α,22-dihydroxyhopane